N1(C=NC=C1)C1=CC=C(C=C1)C1=CC=C(C=C1)C=1C(=NN(N1)COCC[Si](C)(C)C)C(=O)OCC ethyl 5-(4'-(1H-imidazol-1-yl)-[1,1'-biphenyl]-4-yl)-2-((2-(trimethylsilyl) ethoxy) methyl)-2H-1,2,3-triazole-4-carboxylate